C(C1=CC=CC=C1)(C1=CC=CC=C1)(C1=CC=CC=C1)N1C=NC(=C1)/C=C/CCO (E)-4-(1-trityl-1H-imidazol-4-yl)but-3-en-1-ol